O.S(=O)(=O)([O-])[O-].[Zr+4].S(=O)(=O)([O-])[O-] zirconium(IV) sulfate hydrate